BrC1=CC(=C2C=NC(=NC2=C1)C)OCC1=CC=C(C=C1)OC 7-bromo-5-[(4-methoxyphenyl)methoxy]-2-methyl-quinazoline